C1(=CC(=CC=C1)NC(=O)C1=CN(C2=CC=C(C=C12)O)C(C)=O)C1=CC=CC=C1 N-([1,1'-biphenyl]-3-yl)-1-acetyl-5-hydroxy-1H-indole-3-carboxamide